8-[(2-hydroxyethyl)[6-oxo-6-(undecyloxy)hexyl]amino]-octanoic acid, 1-octylnonyl ester OCCN(CCCCCCCC(=O)OC(CCCCCCCC)CCCCCCCC)CCCCCC(OCCCCCCCCCCC)=O